C1(=CC(=CC=C1)C[C@]1(C[C@H](CC1)N=[N+]=[N-])C(=O)OC)C1=CC=CC=C1 |o1:7,9| methyl (1R*,3S*)-1-([1,1'-biphenyl]-3-ylmethyl)-3-azidocyclopentane-1-carboxylate